tert-butyl N-[(3S)-1-(6-nitropyridin-3-yl)piperidin-3-yl]carbamate [N+](=O)([O-])C1=CC=C(C=N1)N1C[C@H](CCC1)NC(OC(C)(C)C)=O